C12(CNCC2C1)C#N 3-azabicyclo[3.1.0]hexane-1-carbonitrile